N-((3S,4R)-3-fluoro-1-methylpiperidin-4-yl)-4-methoxy-5-(2-methyl-1-(2,2,2-trifluoroethyl)-1H-benzo[d]imidazol-6-yl)pyrrolo[2,1-f][1,2,4]triazin-2-amine F[C@H]1CN(CC[C@H]1NC1=NN2C(C(=N1)OC)=C(C=C2)C=2C=CC1=C(N(C(=N1)C)CC(F)(F)F)C2)C